ClC=1N=CC2=C(N1)N(C(=C2)C(=O)N(C)C)C2CC(CC2)(F)F 2-chloro-7-(3,3-difluorocyclopentyl)-N,N-dimethyl-7H-pyrrolo[2,3-d]pyrimidine-6-carboxamide